propan-1-yl(norvaline) C(CC)N[C@@H](CCC)C(=O)O